C12C3C(C(C=C1)CC2)C(NC3=O)=O Bicyclo[2.2.2]oct-5-en-2,3-dicarboximid